C12CN(CC(CC1)N2)C=2C1=C(N=C(N2)OCC23CCCN3CCC2)CN(CC1)C1=CC(=CC2=CC=CC=C12)O 4-(4-(3,8-diazabicyclo[3.2.1]oct-3-yl)-2-((hexahydro-1H-pyrrolizin-7a-yl)methoxy)-5,6-dihydropyrido[3,4-d]pyrimidin-7(8H)-yl)naphthalen-2-ol